ClC=1C=C2CCC[C@]3(COC4=CC=C5[C@@H](CC(N(C/C=C/CCCCN(C3)C4=C5)C)=O)C(=O)O)C2=CC1 (1S,6'E,12'R)-6-chloro-9'-methyl-10'-oxo-3,4-dihydro-2H-spiro[naphthalene-1,19'-[17]oxa[1,9]diazatricyclo[11.7.2.016,21]docosa[6,13,15,21]tetraene]-12'-carboxylic acid